2,2'-{[2-({6-[(2,5-dioxopyrrolidin-1-yl)oxy]-6-oxohexyl}amino)-2-oxoethyl]imino}bis(N-{2-[(α-D-mannopyranosyl)oxy]ethyl}acetamide) O=C1N(C(CC1)=O)OC(CCCCCNC(CN(CC(=O)NCCO[C@@H]1[C@@H](O)[C@@H](O)[C@H](O)[C@H](O1)CO)CC(=O)NCCO[C@@H]1[C@@H](O)[C@@H](O)[C@H](O)[C@H](O1)CO)=O)=O